6-((6-fluoropyridin-2-yl)amino)-N-(2,2,2-trifluoroethoxy)nicotinamide FC1=CC=CC(=N1)NC1=NC=C(C(=O)NOCC(F)(F)F)C=C1